N-(t-butoxycarbonyl)amino alcohol C(C)(C)(C)OC(=O)NO